Tert-Butyl 3-[6-(2-chlorophenoxy)pyridazin-3-yl]azetidine-1-carboxylate ClC1=C(OC2=CC=C(N=N2)C2CN(C2)C(=O)OC(C)(C)C)C=CC=C1